(2E,4E)-5-(4-isopropylphenyl)-4-methylpenta-2,4-dienal C(C)(C)C1=CC=C(C=C1)/C=C(/C=C/C=O)\C